2-bromo-7-(imidazo[1,2-a]pyridin-6-yl)-5-tosyl-5H-pyrrolo[2,3-b]pyrazine BrC=1N=C2C(=NC1)N(C=C2C=2C=CC=1N(C2)C=CN1)S(=O)(=O)C1=CC=C(C)C=C1